OC(C)(C)C1=CC(=CC=C1)C(C)(C)O 1,3-bis(2-hydroxy-2-propyl)benzene